C1(CCCCC1)C(COC)(COC)CCC(C1CCCCC1)C1CCCCC1 2-cyclohexyl-2-(3,3-dicyclohexylpropyl)-1,3-dimethoxypropane